rac-(4aS,8aS)-Hexahydro-2H-pyrido[4,3-b][1,4]oxazin-3(4H)-one O1[C@@H]2[C@@H](NC(C1)=O)CNCC2 |r|